1-(piperidin-4-yl)cyclopropan-1-ol tert-butyl-4-(6-aminopyridin-3-yl)piperidine-1-carboxylate C(C)(C)(C)C1N(CCC(C1)C=1C=NC(=CC1)N)C(=O)OC1(CC1)C1CCNCC1